O=C1NC(CCC1N1C(C2=CC=C(C=C2C1)OCCCCC(=O)N(C)CCOC1=CC=C(C=C1)C1C(COC2=CC(=CC=C12)O)C1=CC=CC=C1)=O)=O 5-((2-(2,6-dioxopiperidin-3-yl)-1-oxoisoindolin-5-yl)oxy)-N-(2-(4-(7-hydroxy-3-phenylchroman-4-yl)phenoxy)ethyl)-N-methylpentanamide